O=C(CC#N)C1=CC2=C(N1)C=CS2 3-oxo-3-(4H-thieno[3,2-b]pyrrol-5-yl)propanenitrile